3-bromo-2-methoxy-6-methyl-5-nitropyridine BrC=1C(=NC(=C(C1)[N+](=O)[O-])C)OC